N-(4-{[6-(5-chloro-2-fluoro-phenyl)-3-({[3-(methoxymeth-yl)-2-oxooxolan-3-yl]methyl}-(methyl)amino)pyridazin-4-yl]amino}pyridin-2-yl)-3-(4-methylpiperazin-1-yl)propan-amide ClC=1C=CC(=C(C1)C1=CC(=C(N=N1)N(C)CC1(C(OCC1)=O)COC)NC1=CC(=NC=C1)NC(CCN1CCN(CC1)C)=O)F